CCCN(CCC)CCN(CCC)CCC N,N,N',N'-tetrapropylethylenediamine